O=C1NC2(C(N1)=O)C(CCC2)CC2=CC=CC1=C2C(=C(O1)C(=O)N)C ((2,4-dioxo-1,3-diazaspiro[4.4]nonane-6-yl)methyl)-3-methylbenzofuran-2-carboxamide